1-azido-4-methoxybenzene N(=[N+]=[N-])C1=CC=C(C=C1)OC